3-(((2s,4r)-4-fluoro-5-oxopyrrolidin-2-yl)methoxy)-5-methoxythieno[3,2-b]pyridine-6-carboxamide F[C@@H]1C[C@H](NC1=O)COC1=CSC=2C1=NC(=C(C2)C(=O)N)OC